Isovaleric acid tert-butyl-(S)-4-(2-ethoxy-5-(trifluoromethoxy)benzyl)-2-methylpiperazine-1-carboxylate C(C)(C)(C)OC(=O)N1[C@H](CN(CC1)CC1=C(C=CC(=C1)OC(F)(F)F)OCC)C.C(CC(C)C)(=O)O